N-(4-(7-(((1r,4r)-4-(dimethylamino)cyclohexyl)amino)-1-ethyl-2-oxo-1,4-dihydropyrimido[4,5-d]pyrimidin-3(2H)-yl)-2-fluorophenyl)-1-(4-fluorophenyl)methanesulfonamide CN(C1CCC(CC1)NC1=NC=C2C(=N1)N(C(N(C2)C2=CC(=C(C=C2)NS(=O)(=O)CC2=CC=C(C=C2)F)F)=O)CC)C